NC1=NC(N(C=C1)[C@H]1[C@]([C@@H]([C@@](O1)(F)COC1(OP(=O)=N[C@@H](C)C(=O)OC2CCCCC2)CC=CC=C1)O)(C)F)=O cyclohexyl (1-(((2S,3S,4R,5R)-5-(4-amino-2-oxopyrimidin-1(2H)-yl)-2,4-difluoro-3-hydroxy-4-methyltetrahydrofuran-2-yl)methoxy)(phenoxy)phosphoryl)-L-alaninate